F[B-](F)(F)F.F[B-](F)(F)F.F[N+]1=C(C=CC=C1)C1=[N+](C=CC=C1)F difluoro-2,2'-bipyridinium bis(tetrafluoroborate)